C(C1=CC=CC=C1)OC(=O)N1CCC(CC1)OC=1C=C(C=C(C1)F)N1CC2(C1)CCN(CC2)C(=O)OC(C)(C)C tert-butyl 2-(3-((1-((benzyloxy)carbonyl)piperidin-4-yl)oxy)-5-fluorophenyl)-2,7-diazaspiro[3.5]nonane-7-carboxylate